6-(2-fluorophenyl)-3-((10-hydroxy-7-azaspiro[4.5]decan-10-yl)methyl)pyrimidin-4(3H)-one hydrochloride Cl.FC1=C(C=CC=C1)C1=CC(N(C=N1)CC1(CCNCC12CCCC2)O)=O